BrC1=CNC=2C(N(C=CC21)[C@H](C(=O)N[C@@H](C[C@H]2C(NCC2)=O)C#N)CC(C)C)=O (S)-2-(3-bromo-7-oxo-1,7-dihydro-6H-pyrrolo[2,3-c]pyridin-6-yl)-N-((S)-1-cyano-2-((S)-2-oxopyrrolidin-3-yl)ethyl)-4-methylpentanamide